COC(=O)C=1N(N=C(C1[N+](=O)[O-])C)CC 2-ethyl-5-methyl-4-nitro-pyrazole-3-carboxylic acid methyl ester